3-((4-(2-hydroxyethyl)phenyl)amino)piperidine-2,6-dione OCCC1=CC=C(C=C1)NC1C(NC(CC1)=O)=O